(R)-2-(2-Aminoethoxy)-1-(3-hydroxypyrrolidin-1-yl)ethan-1-one NCCOCC(=O)N1C[C@@H](CC1)O